2-(4-fluorophenyl)-6-methoxy-quinoline FC1=CC=C(C=C1)C1=NC2=CC=C(C=C2C=C1)OC